Tert-butyl (1-((3-(4,4,5,5-tetramethyl-1,3,2-dioxaborolan-2-yl)phenyl) sulfonyl)piperidin-4-yl)carbamate CC1(OB(OC1(C)C)C=1C=C(C=CC1)S(=O)(=O)N1CCC(CC1)NC(OC(C)(C)C)=O)C